C(C)(C)(C)C1=C(C(=C(C(=C1)O)C(C)(C)C)C)C(CCC)C=1C(=CC(=CC1)O)C di-tert-butyl-4,4'-butylidenebis-m-cresol